phenyl-beta-alanine C1(=CC=CC=C1)NCCC(=O)O